(+)-naphthalene-1,5-disulfonic acid C1(=CC=CC=2C(=CC=CC12)S(=O)(=O)O)S(=O)(=O)O